C(C)(C)(C)C1=NN=C2N1N=C(C1=C2N=CC(=C1)N1CCOCC1)CC1=CC=C(C=C1)Cl 3-tert-butyl-6-(4-chlorobenzyl)-8-(morpholin-4-yl)pyrido[2,3-d][1,2,4]triazolo[4,3-b]pyridazine